FC1=C(C=CC=2C=NSC21)NC2=NC=NC1=CC=C(C=C21)[C@H]2CNCCC2 (S)-7-fluoro-N-(6-(piperidin-3-yl)quinazolin-4-yl)benzo[d]isothiazol-6-amine